selenium cadmium barium [Ba].[Cd].[Se]